2-bromo-3-fluoro-4-(2-((tetrahydro-2H-pyran-2-yl)oxy)ethoxy)benzaldehyde BrC1=C(C=O)C=CC(=C1F)OCCOC1OCCCC1